N1(CCCCC1)CC1=CC=C(C=C1)C1=CC=C2C(=N1)N(C=C2)C(=O)N 6-[4-(Piperidin-1-ylmethyl)phenyl]pyrrolo[2,3-b]pyridine-1-carboxamide